4-(3-cyclopropylpropionyl)benzonitrile C1(CC1)CCC(=O)C1=CC=C(C#N)C=C1